OC(C)(C)C1=CC(=NC=C1)NC1=CC(=C(N=N1)C(=O)NC([2H])([2H])[2H])NC1=NC=CC(=C1OC)C1=NN(C=N1)C 6-{[4-(2-Hydroxypropan-2-yl)pyridin-2-yl]amino}-4-{[3-methoxy-4-(1-methyl-1H-1,2,4-triazol-3-yl)pyridin-2-yl]amino}-N-(2H3)methylpyridazin-3-carboxamid